[Sn].[In] Indium tin